Pyrimido[5',4':4,5]Pyrrolo[1,2-a]Azepine N1=CN=CC=2C=C3N(CC=CC=C3)C21